1-(trans-4-(2-(7-(2,3-dichlorophenyl)-4,7-diazaspiro[2.5]octane-4-yl)ethyl)cyclohexyl)-3-ethylurea ClC1=C(C=CC=C1Cl)N1CCN(C2(CC2)C1)CC[C@@H]1CC[C@H](CC1)NC(=O)NCC